(R)-7-bromo-N-(4-(chlorodifluoromethoxy)phenyl)-2-(difluoromethyl)-1-(1-hydroxypropan-2-yl)-1H-benzo[d]Imidazole-5-carboxamide BrC1=CC(=CC2=C1N(C(=N2)C(F)F)[C@@H](CO)C)C(=O)NC2=CC=C(C=C2)OC(F)(F)Cl